[7-Cyclobutyl-2-{[(2R,7aS)-2-fluorotetrahydro-1H-pyrrolizin-7a(5H)-yl]methoxy}-6-(1,4-oxazepan-4-yl)-7H-purin-8-yl](8-ethynyl-7-fluoro-3-hydroxynaphthalen-1-yl)methanone C1(CCC1)N1C(=NC2=NC(=NC(=C12)N1CCOCCC1)OC[C@]12CCCN2C[C@@H](C1)F)C(=O)C1=CC(=CC2=CC=C(C(=C12)C#C)F)O